Cl.Cl.NCCCC(=O)NC1=CC(=C(C=C1)C=1C=NC(=NC1)C(F)(F)F)C#CCN 4-amino-N-(3-(3-aminoprop-1-yn-1-yl)-4-(2-(trifluoromethyl)pyrimidin-5-yl)phenyl)butanamide dihydrochloride